COC1=CC=C(C=C1)NCCC[Si](OCC)(OCC)C N-(p-methoxyphenyl)-gamma-aminopropylmethyldiethoxysilane